C(#N)C1=CC2=C(C3=CC=C(C=C3C(=C2C=C1)C#N)C#N)C#N 2,6,9,10-tetracyanoanthracene